NC=1C2=C(N=CN1)N1C(=C2C2=CC(=C(C=C2)OC2=NC(=CC=C2)C)F)N(CC1)C=1C(=C(C=CC1)NC(C=C)=O)OCC N-(3-(4-amino-5-(3-fluoro-4-((6-methylpyridin-2-yl)oxy)phenyl)-7,8-dihydro-6H-imidazo[1',2':1,5]pyrrolo[2,3-d]pyrimidin-6-yl)-2-ethoxyphenyl)acrylamide